(7R)-1-[2-[(1S)-1-(2,2-difluoro-1,3-benzodioxol-5-yl)ethoxy]-4-pyridinyl]-3-(trifluoromethyl)-4,5,6,7-tetrahydroindazol-7-amine FC1(OC2=C(O1)C=CC(=C2)[C@H](C)OC2=NC=CC(=C2)N2N=C(C=1CCC[C@H](C21)N)C(F)(F)F)F